NC=1C(=NC(=C(N1)F)Cl)C=1C=C2CCN=CC2=CC1F 6-(3-amino-6-chloro-5-fluoropyrazin-2-yl)-7-fluoro-3,4-dihydroisoquinolin